OC(=O)C(F)(F)F.[C@@H]12N[C@@H](C[C@H]2C1)CO (1r,3s,5r)-2-azabicyclo[3.1.0]hex-3-ylmethanol TFA salt